9-(2-ethylpentyl)-9H-carbazole C(C)C(CN1C2=CC=CC=C2C=2C=CC=CC12)CCC